C1(=CC=CC=C1)SC12C(C(C1)(C2)C(=O)OC(C)C)B2OC(C(O2)(C)C)(C)C isopropyl 3-(phenylthio)-2-(4,4,5,5-tetramethyl-1,3,2-dioxaborolan-2-yl)bicyclo[1.1.1]pentane-1-carboxylate